3-((2-(2-(Benzyloxy)-4,6-dihydroxybenzoyl)-1,2,3,4-tetrahydroisoquinolin-8-yl)amino)benzamide C(C1=CC=CC=C1)OC1=C(C(=O)N2CC3=C(C=CC=C3CC2)NC=2C=C(C(=O)N)C=CC2)C(=CC(=C1)O)O